The molecule is a member of the class of butanals that consists of propane bearing a formyl substituent at the 1-position. The parent of the class of butanals. It has a role as a biomarker, an Escherichia coli metabolite and a mouse metabolite. CCCC=O